4-[4-[4-[3-(2-Oxoethyl)pyrrolidin-1-yl]phenyl]-1-piperidyl]-2-(trifluoromethyl)-benzonitrile O=CCC1CN(CC1)C1=CC=C(C=C1)C1CCN(CC1)C1=CC(=C(C#N)C=C1)C(F)(F)F